tert-butyl (3S,6R)-6-hydroxy-3-isobutyl-1,4-diazepane-1-carboxylate O[C@@H]1CN[C@H](CN(C1)C(=O)OC(C)(C)C)CC(C)C